CCCCCCCCCCCCCCCCCCCCCCCCCCCCCCCCCCCCCCCCCCCCCCCCCCCCCCCCCCCCCCCCCCCCCCC n-Henheptacontane